ethyl 5-methyl-1-[[4-[5-(trifluoromethyl)-1,2,4-oxadiazol-3-yl]phenyl]methyl]-1H-pyrazole-3-carboxylate CC1=CC(=NN1CC1=CC=C(C=C1)C1=NOC(=N1)C(F)(F)F)C(=O)OCC